6-cyclobutoxy-2-(1-methyl-2-oxabicyclo[2.1.1]Hex-4-yl)-2H-indazole-5-carboxylic acid C1(CCC1)OC=1C(=CC2=CN(N=C2C1)C12COC(C1)(C2)C)C(=O)O